hydroxy-4,9-estradien-3-one OC[C@@]12CCC[C@H]1[C@@H]1CCC3=CC(CCC3=C1CC2)=O